OC1=C(C(=NN1C1=NC=C(C=C1)C=1SC(=CN1)C1=CC=CC=C1)C)C1=CC=C(C#N)C=C1 4-(5-Hydroxy-3-methyl-1-(5-(5-phenylthiazol-2-yl)pyridin-2-yl)-1H-pyrazol-4-yl)benzonitrile